N-ethyl-5-fluoro-2-[(3-iodo-1H-indazol-6-yl)sulfanyl]benzamide C(C)NC(C1=C(C=CC(=C1)F)SC1=CC=C2C(=NNC2=C1)I)=O